C(C1CO1)(=O)OCC1=CC=CC=C1 benzyl glycidate